BrC=1C(=C(C=CC1)C=1OC2=C(N1)CN(C2)C(CN[C@H](CO)C)=O)C (S)-1-(2-(3-bromo-2-methylphenyl)-4,6-dihydro-5H-pyrrolo[3,4-d]oxazol-5-yl)-2-((1-hydroxypropan-2-yl)amino)ethan-1-one